C1(CC1)OC1=CC(=C(C(=O)OC)C=C1[N+](=O)[O-])C methyl 4-cyclopropoxy-2-methyl-5-nitrobenzoate